3,3-difluoro-4-methylpiperidin-4-ol FC1(CNCCC1(O)C)F